FC=1C=CC2=C(C1)C1=C(C(N([C@](CO1)(C(N[C@@H](C)C1=CC=CC=C1)=O)C)CC(=O)OC)=O)O2 methyl 2-((R)-9-fluoro-3-methyl-5-oxo-3-(((S)-1-phenylethyl)carbamoyl)-2,3-dihydrobenzofuro[2,3-f][1,4]oxazepin-4(5H)-yl)acetate